FC(C=1C=C(C=C(C1)C(F)(F)F)NC(=S)NCCCCO)(F)F 1-(3,5-bis(trifluoromethyl)phenyl)-3-(4-hydroxybutyl)thiourea